N-(1-ethylazetidin-3-yl)-3-fluoro-5-((2-fluoro-4-iodophenyl)amino)isonicotinamide C(C)N1CC(C1)NC(C1=C(C=NC=C1NC1=C(C=C(C=C1)I)F)F)=O